3-((4-(3,4-difluorophenoxy)-3,5-difluorobenzyl)oxy)-7,8,8a,9-tetrahydropyrrolo[1',2':3,4]imidazo[1,2-c]pyrimidin-1(6H)-one FC=1C=C(OC2=C(C=C(COC=3C=C4N(C(N3)=O)CC3N4CCC3)C=C2F)F)C=CC1F